2-amino-2-((3-(tert-butoxy)-3-oxopropoxy)methyl)propane NC(C)(C)COCCC(=O)OC(C)(C)C